ClC=1C=2N(C=CC1C=1C=NN(C1)C(C)OCC)N=C(N2)N[C@@H]2[C@@H](COCC2)F 8-chloro-7-(1-(1-ethoxyethyl)-1H-pyrazol-4-yl)-N-((3S,4S)-3-fluorotetrahydro-2H-pyran-4-yl)-[1,2,4]triazolo[1,5-a]pyridin-2-amine